piperazinecarboxylic acid tert-butyl ester C(C)(C)(C)OC(=O)N1CCNCC1